2-((cyclopropylmethyl)amino)-5-(3-(2-oxo-1,2,3,4-tetrahydroquinolin-6-yl)-1,2,4-oxadiazol-5-yl)benzonitrile C1(CC1)CNC1=C(C#N)C=C(C=C1)C1=NC(=NO1)C=1C=C2CCC(NC2=CC1)=O